tert-butyl (2S,3S)-3-(((S)-1-(benzyloxy)-3-methyl-1-oxobutan-2-yl)(methyl)carbamoyl)-2-((tosyloxy)methyl)azetidine-1-carboxylate C(C1=CC=CC=C1)OC([C@H](C(C)C)N(C(=O)[C@@H]1[C@H](N(C1)C(=O)OC(C)(C)C)COS(=O)(=O)C1=CC=C(C)C=C1)C)=O